FC=1C(=NC(=NC1)N[C@@H]1CC[C@H](CC1)C(=O)O)C1=CC(=CC=C1)C(=O)N1C[C@H](CC1)O trans-4-((5-fluoro-4-(3-((S)-3-hydroxypyrrolidine-1-carbonyl)phenyl)pyrimidin-2-yl)amino)cyclohexane-1-carboxylic acid